3-(oximino)-2-cyclopentylacetate N(O)=C1CC(CC1)CC(=O)[O-]